C(CSSCCN)N 2,2'-dithiobis(ethylamine)